4-[(5-amino-2-pyridyl)oxy]-3,5-dimethyl-benzonitrile NC=1C=CC(=NC1)OC1=C(C=C(C#N)C=C1C)C